1-[(13Z,16Z)-docosan-13,16-dien-1-yloxy]-N,N-dimethyl-3-(octyloxy)propan-2-amine C(CCCCCCCCCCC\C=C/C\C=C/CCCCC)OCC(COCCCCCCCC)N(C)C